(R)-2-[diphenyl-[(trimethyl-silyl)oxy]methyl]-pyrrolidine C1(=CC=CC=C1)C([C@@H]1NCCC1)(O[Si](C)(C)C)C1=CC=CC=C1